N-(5-bromo-6-methylpyridin-2-yl)-2-(1H-indol-3-yl)acetamide BrC=1C=CC(=NC1C)NC(CC1=CNC2=CC=CC=C12)=O